3-(N-methylaminoethyl)indole CNCCC1=CNC2=CC=CC=C12